C1=CC(=CC=C1/C=C/C(=O)OC[C@@H]2[C@H]([C@@H]([C@H]([C@@H](O2)OC3=CC4=C(C=C(C=C4[O+]=C3C5=CC(=C(C=C5)O)O)O)O)O)O)O)O The molecule is an anthocyanin cation that is cyanidin substituted at position 3 by a 6-O-(trans-4 coumaryl)-beta-D-glucosyl residue It is an anthocyanin cation, a beta-D-glucoside, a cinnamate ester, a polyphenol and a monosaccharide derivative. It derives from a cyanidin cation and a trans-4-coumaric acid.